2,4,5,6,7,8-hexahydropyrazolo[4,3-c]azepine N=1NC=C2CNCCCC21